C(O[C@H]1C[C@H](CC1)C1=CC(=NN1)NC=1C(=NC=CC1)C)(OC1=CC=C(C=C1)[N+](=O)[O-])=O (1R,3S)-3-(3-((2-methylpyridin-3-yl)amino)-1H-pyrazol-5-yl)cyclopentyl (4-nitrophenyl) carbonate